C(#N)C=1N=CC(=NC1)NC1=CC(=C(N=N1)C1=CC(=CC=C1)OC)NCC1CCN(CC1)C(=O)OC(C)(C)C tert-butyl 4-((6-(5-cyanopyrazin-2-ylamino)-3-(3-methoxyphenyl)pyridazin-4-ylamino)methyl)piperidine-1-carboxylate